N-(Trichloromethylthio)phthalamid ClC(SNC(C=1C(C(=O)N)=CC=CC1)=O)(Cl)Cl